5-Methyl-N-(quinolin-2-yl)-1-(o-tolyl)-1H-pyrazole-4-carboxamide CC1=C(C=NN1C1=C(C=CC=C1)C)C(=O)NC1=NC2=CC=CC=C2C=C1